C(C=C)C=1C2=CC=CC=C2C(=C2C=CC=CC12)CC=C 9,10-diallyl-anthracene